Cbz-carbamate C(=O)(OCC1=CC=CC=C1)NC([O-])=O